C(CCCCCCC)O[Mg]Cl octoxymagnesium monochloride